C(C)(C)(C)NS(=O)(=O)C=1SC2=C(N1)C=CC=C2 N-tert-butyl-2-benzothiazolesulfonamide